FC(CP(OC1=CC=C(C=C1)C)(OC1=CC=C(C=C1)C)=O)(F)F di(4-toluyl) (2,2,2-trifluoroethyl)phosphonate